N4-(5-Cyclopropyl-1H-pyrazol-3-yl)-N2-(2-azaspiro[3.5]nonan-7-yl)pyrimidine-2,4-diamine C1(CC1)C1=CC(=NN1)NC1=NC(=NC=C1)NC1CCC2(CNC2)CC1